BrC1=CC=2C3=C(NC2C=C1)CCN(C3)C(=O)OC(C)(C)C tert-butyl 8-bromo-1,3,4,5-tetrahydro-2H-pyrido[4,3-b]indole-2-carboxylate